[P].[Ba].[Sr] strontium barium phosphorus